1,4,5-trichloronaphthalene ClC1=CC=C(C2=C(C=CC=C12)Cl)Cl